methylenebis(benzotriazolyltetramethyl-butylphenol) C(C1=C(C(=C(C(=C1C(CCC)C1=CC=CC=2NN=NC21)C)C)C)OC)C2=C(C(=C(C(=C2C(CCC)C2=CC=CC=1NN=NC12)C)C)C)OC